C1(CC1)NC(=O)C1C(CCC(C1)C)C(C)C N-cyclopropyl-5-methyl-2-isopropyl-1-cyclohexanecarboxamide